6-chloro-5'-(5-chloro-1-methyl-2-oxo-1,2-dihydropyridin-3-yl)-2'-(2,4-dimethoxyphenyl)-3'-isopropyl-3'H-spiro[indoline-3,4'-pyrrolo[3,4-d]imidazole]-2,6'(5'H)-dione ClC1=CC=C2C(=C1)NC(C21N(C(C=2N=C(N(C21)C(C)C)C2=C(C=C(C=C2)OC)OC)=O)C=2C(N(C=C(C2)Cl)C)=O)=O